[3,5-dimethyl-4-[4-(methylamino)-1-piperidinyl]-2-oxo-benzimidazol-1-yl]Piperazine CN1C(N(C2=C1C(=C(C=C2)C)N2CCC(CC2)NC)N2CCNCC2)=O